CN(CCCOC1=CC=C(C=N1)C1=CC=2C=3N(C=NC2C=C1)NC(C3C3CCOCC3)=O)C 9-(6-(3-(dimethylamino)propoxy)pyridin-3-yl)-1-(tetrahydro-2H-pyran-4-yl)pyrazolo[1,5-c]quinazolin-2(3H)-one